(1S,3S)-methyl-3-((2-(5-chloro-3-(((5-(cyclobutylmethyl)-1,2,4-oxadiazol-3-yl)amino)methyl)thiophen-2-yl)-4-cyanopyrimidin-5-yl)oxy)cyclohexanecarboxylate COC(=O)[C@@H]1C[C@H](CCC1)OC=1C(=NC(=NC1)C=1SC(=CC1CNC1=NOC(=N1)CC1CCC1)Cl)C#N